(rac)-((1s,3s)-3-Hydroxy-3-methylcyclobutyl)(6-(3-methyl-5-(trifluoromethyl)phenyl)-2-azaspiro[3.4]octan-2-yl)methanon OC1(CC(C1)C(=O)N1CC2(C1)C[C@@H](CC2)C2=CC(=CC(=C2)C(F)(F)F)C)C |r|